furan-5-carboxylic acid methyl ester COC(=O)C1=CC=CO1